(s)-4-(3-hydroxy-3-(methoxymethyl)pent-1-yn-1-yl)-3-methoxybenzoate O[C@](C#CC1=C(C=C(C(=O)[O-])C=C1)OC)(CC)COC